2-[2-(Ethylamino)-4-oxo-7-(propan-2-yl)-4H,5H-furo[2,3-d]pyridazin-5-yl]-N-(pyrimidin-2-yl)acetamide C(C)NC1=CC2=C(C(=NN(C2=O)CC(=O)NC2=NC=CC=N2)C(C)C)O1